2,3-dihydroxypropyl 4-methoxy-5-{2-[2-(7-methylquinoline-8-sulfonamido)phenyl]ethynyl}pyridine-2-carboxylate COC1=CC(=NC=C1C#CC1=C(C=CC=C1)NS(=O)(=O)C=1C(=CC=C2C=CC=NC12)C)C(=O)OCC(CO)O